(S,E)-N'-((4-chlorophenyl)sulfonyl)-N-(2,2-dimethyl-3-sulfamoylpropyl)-3-(4-fluorophenyl)-4-phenyl-4,5-dihydro-1H-pyrazole-1-carboximidamide ClC1=CC=C(C=C1)S(=O)(=O)\N=C(/NCC(CS(N)(=O)=O)(C)C)\N1N=C([C@H](C1)C1=CC=CC=C1)C1=CC=C(C=C1)F